di(2-hydroxy-5-methylphenyl)propane OC1=C(C=C(C=C1)C)C(C)(C)C1=C(C=CC(=C1)C)O